C(#N)C=1C=C(C=CC1OC)C1=CN=CC(=N1)C1=CC(=CS1)NC(CCCC)=O N-(5-(6-(3-cyano-4-methoxyphenyl)pyrazin-2-yl)thiophen-3-yl)pentanamide